BrC1=CC(=C(C=O)C(=C1)Cl)Cl 4-bromo-2,6-dichlorobenzaldehyde